N-[4-[(2-amino-3-chloro-4-pyridyl)oxy]-3-fluorophenyl]-5-(4-fluorophenyl)-1,4-dihydro-4-oxo-3-pyridinecarboxamide NC1=NC=CC(=C1Cl)OC1=C(C=C(C=C1)NC(=O)C1=CNC=C(C1=O)C1=CC=C(C=C1)F)F